(6Z,9Z)-18-bromooctadeca-6,9-diene BrCCCCCCCC\C=C/C\C=C/CCCCC